3-[(5-amino-1H-benzimidazol-2-yl)methyl]phenol NC1=CC2=C(NC(=N2)CC=2C=C(C=CC2)O)C=C1